(R)-N-(5-bromo-2,3-dihydro-1H-inden-1-yl)-1-methyl-1H-pyrazole-4-carboxamide BrC=1C=C2CC[C@H](C2=CC1)NC(=O)C=1C=NN(C1)C